C(CCCCCCCCC)C(C(=O)O)=C.[N+](=O)([O-])C=1C=C(C=NC2=NN=C(S2)C=2C=C(C(O)=CC2)O)C=CC1 4-{5-[(3-nitrobenzylidene)amino]-1,3,4-thiadiazol-2-yl}catechol decyl-acrylate